COC=1C(=CC2=CN(N=C2C1)C1CCC(CC1)N(C1CCC2(CCN(CC2)C(=O)OC(C)(C)C)CC1)C)NC(=O)C1=NC(=CC=C1)C(F)(F)F tert-butyl 9-(((1r,4r)-4-(6-methoxy-5-(6-(trifluoromethyl) pyridinecarboxamido)-2H-indazol-2-yl) cyclohexyl) (methyl) amino)-3-azaspiro[5.5]undecane-3-carboxylate